N,N-dimethyl-para-aminobenzoic acid butyl ester C(CCC)OC(C1=CC=C(C=C1)N(C)C)=O